4-[[(2S,3R,4S,5S)-3-(5-Chloro-3,4-difluoro-2-methoxyphenyl)-4,5-dimethyl-5-(trifluoromethyl)tetrahydrofuran-2-carbonyl]amino]pyridin-2-carboxamid ClC=1C(=C(C(=C(C1)[C@@H]1[C@H](O[C@@]([C@H]1C)(C(F)(F)F)C)C(=O)NC1=CC(=NC=C1)C(=O)N)OC)F)F